C(CC1=CC=CC=C1)NCCCNC(=O)C1CCCC1 N-(3-(phenethylamino)propyl)cyclopentane-1-carboxamide